(2S,4S)-4-(7-bromo-6-fluoro-8-methyl-4-(methylsulfanyl)-1H-imidazo[4,5-c]quinolin-1-yl)-2-(cyanomethyl)piperidine-1-carboxylic acid tert-butyl ester C(C)(C)(C)OC(=O)N1[C@@H](C[C@H](CC1)N1C=NC=2C(=NC=3C(=C(C(=CC3C21)C)Br)F)SC)CC#N